(5-amino-7-bromo-2-methyl-2H-indazoL-6-yl)(2-chloro-5-fluorophenyl)methanone NC1=CC2=CN(N=C2C(=C1C(=O)C1=C(C=CC(=C1)F)Cl)Br)C